2-[2-(2,2-difluoroethoxy)phenyl]-6-methyl-3-oxo-2,3-dihydropyridazine-4-carboxylic Acid FC(COC1=C(C=CC=C1)N1N=C(C=C(C1=O)C(=O)O)C)F